sodium dodecyl-benzenesulfonate salt C(CCCCCCCCCCC)OS(=O)(=O)C1=CC=CC=C1.[Na]